bromo-difluoromethyltrimethylsilane BrC[Si](C)(C)C(F)F